C1(=CC=CC=C1)C1=NC(=CC(=C1)C1=C(C(=C(C(=C1N1C2=CC=CC=C2C=2C=C(C=CC12)C)N1C2=CC=CC=C2C=2C=C(C=CC12)C)N1C2=CC=CC=C2C=2C=C(C=CC12)C)N1C2=CC=CC=C2C=2C=C(C=CC12)C)C=1OC2=C(N1)C=CC=C2)C2=CC=CC=C2 2-(2-(2,6-diphenylpyridin-4-yl)-3,4,5,6-tetrakis(3-methyl-9H-carbazol-9-yl)phenyl)benzo[d]oxazole